C(#N)C=1C=C(C=C(C1)F)N(C(=O)C1OC(C(CC1OC)O)CO)[C@@H]1[C@H](CCCC1)O N-(3-cyano-5-fluorophenyl)-5-hydroxy-N-((1S,2S)-2-hydroxycyclohexyl)-6-(hydroxymethyl)-3-methoxytetrahydro-2H-pyran-2-carboxamide